CN(C1CCN(CC1)C(=O)N1CCN2C=C(C3=CC(=CC(=C23)C1)C#N)C=1C(NC(C1C1=CN=C2N1C=CC=C2)=O)=O)C 2-(4-(dimethylamino)piperidine-1-carbonyl)-7-(4-(imidazo[1,2-a]pyridin-3-yl)-2,5-dioxo-2,5-dihydro-1H-pyrrol-3-yl)-1,2,3,4-tetrahydro-[1,4]diazepino[6,7,1-hi]indole-9-carbonitrile